BrC1=CN=CC=2OCCNC21 8-bromo-2,3-dihydro-1H-pyrido[3,4-b][1,4]oxazine